2,3-dicarbamoyl-9,10-dimethoxy-6,8,13,13a-tetrahydro-5H-dibenzo[a,g]quinolizine C(N)(=O)C=1C(=CC2=C(C3CC4=C(CN3CC2)C(=C(C=C4)OC)OC)C1)C(N)=O